2-amino-4-oxo-3,4-dihydro-pteridine-6-carboxylic acid NC1=NC2=NC=C(N=C2C(N1)=O)C(=O)O